COC1=CC=C(S1)CN1C(C=CC=C1)Br 1-((5-methoxythien-2-yl)methyl)pyridylbromide